1,1-dibenzyl-3-(4-methoxyphenyl)urea C(C1=CC=CC=C1)N(C(=O)NC1=CC=C(C=C1)OC)CC1=CC=CC=C1